ClC1=CC(=C(C=C1)C1=CC(=NC2=NC(=C(N=C21)C)C)[C@H]2C[C@H](OCC2)C=2C=NN(C2)C)F 8-(4-chloro-2-fluorophenyl)-2,3-dimethyl-6-((2S,4R)-2-(1-methyl-1H-pyrazol-4-yl)tetrahydro-2H-pyran-4-yl)pyrido[2,3-b]pyrazine